CC1CC(C1)(C=1N=CN(C1C)C(C1=CC=CC=C1)(C1=CC=CC=C1)C1=CC=CC=C1)C=1C=C(C=CC1)NC(=O)C=1C(N(C=C(C1)C=C)CC(F)(F)F)=O N-(3-((1s,3s)-3-methyl-1-(5-methyl-1-trityl-1H-imidazol-4-yl)cyclobutyl)phenyl)-2-oxo-1-(2,2,2-trifluoroethyl)-5-vinyl-1,2-dihydropyridine-3-carboxamide